CN(C(CCCCCCCCCC\C=C/CCCCCCCC(=O)OCC)CCCCCCCC)C ethyl (9Z)-21-(dimethylamino)nonacos-9-enoate